methyl 16-((4-aminophenyl)sulfonamido)hexadecanoate NC1=CC=C(C=C1)S(=O)(=O)NCCCCCCCCCCCCCCCC(=O)OC